methyl 6-bromo-8-chloro-2-(4-(methoxycarbonyl)bicyclo[2.2.2]octan-1-yl)quinoline-5-carboxylate BrC1=C(C=2C=CC(=NC2C(=C1)Cl)C12CCC(CC1)(CC2)C(=O)OC)C(=O)OC